N(C)CC(=O)OCC[N+](C)(C)C.[Na+].F\C(=C/C(=O)NC1=CC=C(C=C1)OC)\N1C=CC2=CC=CC=C12 (Z)-3-fluoro-3-indol-1-yl-N-(4-methoxyphenyl)acrylamide sodium choline sarcosinate